[4-[2-(4-hydroxy-4-methyl-cyclohexyl)-3H-imidazo[4,5-b]pyridin-7-yl]-1-piperidyl]-[4-(trifluoromethoxy)phenyl]methanone OC1(CCC(CC1)C1=NC=2C(=NC=CC2C2CCN(CC2)C(=O)C2=CC=C(C=C2)OC(F)(F)F)N1)C